didodecyl 8,14-diimino-4,18-dithia-9,13-diazahenicosanedioate N=C(CCCSCCC(=O)OCCCCCCCCCCCC)NCCCNC(CCCSCCC(=O)OCCCCCCCCCCCC)=N